5-(5-fluoro-5'-methoxy-6'-methyl-[3,4'-bipyridin]-2'-yl)-3-(5-fluoropyridin-2-yl)-1,2,4-oxadiazole FC=1C=C(C=NC1)C1=CC(=NC(=C1OC)C)C1=NC(=NO1)C1=NC=C(C=C1)F